[3-chloro-4-[4-(piperidine-4-carbonyl)piperazine-1-carbonyl]phenyl]-5-[1-[5-(2-methoxyethoxy)-2-pyridyl]-3-(trifluoromethyl)pyrazol-4-yl]-1-methyl-imidazole-2-carboxamide ClC=1C=C(C=CC1C(=O)N1CCN(CC1)C(=O)C1CCNCC1)C=1N=C(N(C1C=1C(=NN(C1)C1=NC=C(C=C1)OCCOC)C(F)(F)F)C)C(=O)N